C(C)OC(C(C(C(=O)C1=NC=C(C=C1OC)C(F)(F)F)C)O)=O 2-hydroxy-4-(3-methoxy-5-(trifluoromethyl)pyridin-2-yl)-3-methyl-4-oxobutanoic acid ethyl ester